C(CC)P(C1=C(SC(=C1P(CCC)CCC)CCCC)CCCC)CCC 3,4-bis(di-n-propylphosphino)-2,5-di-n-butylthiophene